NC1=NC=2C=CC(=CC2C2=C1C(OC2)C)C(=O)OC methyl 4-amino-3-methyl-1,3-dihydrofuro[3,4-c]quinoline-8-carboxylate